1,3-DIISOCYANO-2,2-DIMETHYL-PROPANE [N+](#[C-])CC(C[N+]#[C-])(C)C